N-(3-cyano-2-phenyl-2H-indazol-6-yl)-N'-[(pyridin-4-yl)methyl]urea C(#N)C=1N(N=C2C=C(C=CC12)NC(=O)NCC1=CC=NC=C1)C1=CC=CC=C1